9-(2-fluorobiphenyl-4-yl)-3,4-dihydropyrazino[2,1-c][1,2,4]thiadiazine 2,2-dioxide FC1=C(C=CC(=C1)C1=NC=CN2C1=NS(CC2)(=O)=O)C2=CC=CC=C2